ClC1=C2C(CC(OC2=CC=C1)(C)C)NC(=O)[C@H]1[C@@H](C1)[C@@H](CCOC)N1C(NC(CC1=O)(C)C)=[NH2+] [1-[(1R)-1-[(1R,2R)-2-[(5-chloro-2,2-dimethyl-chroman-4-yl)carbamoyl]cyclopropyl]-3-methoxypropyl]-4,4-dimethyl-6-oxo-hexahydropyrimidin-2-ylidene]ammonium